FC1=C(C=C(NC2=NC=NC3=CC(=C(C=C23)N)OCC#C)C=C1)Cl 4-(4-fluoro-3-chloroanilino)-7-propargyloxy-6-aminoquinazoline